5-Carboxymethylaminomethyluridine C(=O)(O)CNCC=1C(NC(N([C@H]2[C@H](O)[C@H](O)[C@@H](CO)O2)C1)=O)=O